(9Z,27Z)-hexatriacont-9,27-dien CCCCCCCC\C=C/CCCCCCCCCCCCCCCC\C=C/CCCCCCCC